N6-[(1-aminocyclopropyl)methyl]-1-(trideuteriomethyl)-N4-[4-(trifluoromethyl)phenyl]pyrazolo[3,4-d]pyrimidine-4,6-diamine NC1(CC1)CNC1=NC(=C2C(=N1)N(N=C2)C([2H])([2H])[2H])NC2=CC=C(C=C2)C(F)(F)F